C1(=CC=CC=C1)C=1N=CN(C1)C1=CC=CC2=CC=CC=C12 4-(4-phenyl-1H-imidazol-1-yl)naphthalene